1-(1H-indol-1-yl)propan-1-one N1(C=CC2=CC=CC=C12)C(CC)=O